(S)-3-aminopropanol NCCCO